([1,1'-biphenyl]-3-yl)-4-chloro-6-phenyl-1,3,5-triazine C1(=CC(=CC=C1)C1=NC(=NC(=N1)Cl)C1=CC=CC=C1)C1=CC=CC=C1